ClC=1C=C(NC2(CCC3(C(CC4=CC=CC=C34)C[C@H]([C@@H](C)OC3=C4C(=NC=C3)CCC4)C)CC2)C(=O)O)C=CC1 4-(3-Chloroanilino)-2'-{(2R,3R)-3-[(6,7-dihydro-5H-cyclopenta[b]pyridin-4-yl)oxy]-2-methylbutyl}-2',3'-dihydrospiro[cyclohexane-1,1'-indene]-4-carboxylic acid